NC1(CCN(CC1)C=1N=CC(=NC1)SC=1C(=C(C=CC1)NC(=O)NS(=O)(=O)C1=CC=CC=C1)Cl)C N-((3-((5-(4-amino-4-methylpiperidin-1-yl)pyrazin-2-yl)thio)-2-chlorophenyl)carbamoyl)benzene-sulfonamide